4-(7H-dibenzocarbazol-7-yl)butyl-phosphonic acid C1=CC=CC=2C1=C1C=3C=CC=CC3N=C1C=1C2C=CC(C1)CCCCP(O)(O)=O